NCCNCCS(=O)(=O)O N-(2-aminoethyl)-2-aminoethylsulfonic acid